N-{(6R,7aR)-2-[6-(difluoromethoxy)-4-(2,6-difluorophenyl)-1,2-benzoxazol-3-yl]-7,7-difluoro-3-oxohexahydro-1H-pyrrolo[1,2-c]imidazol-6-yl}methanesulfonamide FC(OC1=CC2=C(C(=NO2)N2C(N3[C@H](C2)C([C@@H](C3)NS(=O)(=O)C)(F)F)=O)C(=C1)C1=C(C=CC=C1F)F)F